N-(5-(N-(3-((4-hydroxyphenyl)amino)-3-oxopropyl)pentanamido)pentyl)-benzamide OC1=CC=C(C=C1)NC(CCN(C(CCCC)=O)CCCCCNC(C1=CC=CC=C1)=O)=O